1,3-bis(2-benzothiazolylmethyl)urea S1C(=NC2=C1C=CC=C2)CNC(=O)NCC=2SC1=C(N2)C=CC=C1